C(C)(C)(C)N(C(O)=O)CC1=C(C=C(C=C1F)Br)F.F[C@@]12[C@]3(C=CC(C=C3CC[C@H]1[C@@H]1C[C@@H]([C@](C(COC3(CO)[C@@H](O)[C@H](O[C@H]4[C@H](O)[C@@H](O)[C@@H](O)[C@H](O4)CO)[C@H](O3)CO)=O)([C@]1(C[C@@H]2O)C)O)C)=O)C (11β,16β)-9-fluoro-11,17-dihydroxyl-16-methyl-21-{[4-O-(β-D-galactopyranosyl)-D-fructofuranosyl]oxy}pregna-1,4-diene-3,20-dione tert-butyl-(4-bromo-2,6-difluorobenzyl)carbamate